C(C)OCC1(CCN(CC1)CC1=CC=C(C=C1)C=1SC=CN1)CCC1=CC=CC=C1 2-(4-((4-(ethoxymethyl)-4-phenethylpiperidin-1-yl)methyl)phenyl)thiazole